C1(CC1)CN(C1=NC=C(C=C1C=1N(C2=CC=CC=C2C1)C(=O)OC(C)(C)C)S(N(C)CC(=O)N(C)CCOC)(=O)=O)C tert-butyl 2-(2-((cyclopropylmethyl)(methyl)amino)-5-(N-(2-((2-methoxyethyl)(methyl)amino)-2-oxoethyl)-N-methylsulfamoyl)pyridin-3-yl)-1H-indole-1-carboxylate